NC1=NC2=CC(=C(C=C2C=C1C)C(=O)N([C@H](C)C1=NC=CC=N1)CC=1N=NC(=CC1)Br)F 2-amino-N-((6-bromo-3-pyridazinyl)methyl)-7-fluoro-3-methyl-N-((1R)-1-(2-pyrimidinyl)ethyl)-6-quinolinecarboxamide